Ethyl 4-oxo-1-((tetrahydro-2H-thiopyran-4-yl) methyl)-5-(p-tolyl)-1,4-dihydropyridazine-3-carboxylate O=C1C(=NN(C=C1C1=CC=C(C=C1)C)CC1CCSCC1)C(=O)OCC